2-methyl-3-(3',5'-dihydroxyphenyl)-2-propenal CC(C=O)=CC1=CC(=CC(=C1)O)O